cyclopropyl-3,3-dimethylbutanamide C1(CC1)C(C(=O)N)C(C)(C)C